ClC=1C=C(C=NC1N1N=CC=N1)NC(=O)C=1C=NN(C1C(F)(F)F)C1=CN=C(C2=CC=CC=C12)C N-(5-chloro-6-(2H-1,2,3-triazol-2-yl)pyridin-3-yl)-1-(1-methylisoquinolin-4-yl)-5-(trifluoromethyl)-1H-pyrazole-4-carboxamide